CN1N=CC=2C1=NC(=CN2)N[C@@H](C)C=2C=C(C=CC2)NC(C2=CN=C(C=C2)OC(F)(F)F)=O (S)-N-(3-(1-((1-methyl-1H-pyrazolo[3,4-b]pyrazin-6-yl)amino)ethyl)phenyl)-6-(trifluoromethoxy)nicotinamide